NC1=NC=2C=NC(=CC2C2=C1[C@@H](OC2)C)C(=O)N(CC=2N=NC(=CC2)C(F)(F)F)C (3S)-4-amino-N,3-dimethyl-N-((6-(trifluoromethyl)-3-pyridazinyl)methyl)-1,3-dihydrofuro[3,4-c][1,7]naphthyridine-8-carboxamide